(4R)-5-amino-4-((2S)-2-((2R)-2-(((3R,4R,5S,6R)-3-(cyclopropanecarboxamido)-2,5-dihydroxy-6-(hydroxymethyl)tetrahydro-2H-pyran-4-yl)oxy)propanamido)propanamido)-5-oxopentanoic acid NC([C@@H](CCC(=O)O)NC([C@H](C)NC([C@@H](C)O[C@@H]1[C@H](C(O[C@@H]([C@H]1O)CO)O)NC(=O)C1CC1)=O)=O)=O